9,9'-(2''-(thianthren-1-yl)-[1,1':3',1''-terphenyl]-3,5-diyl)bis(9H-carbazole) C1(=CC=CC=2SC3=CC=CC=C3SC12)C1=C(C=CC=C1)C=1C=C(C=CC1)C1=CC(=CC(=C1)N1C2=CC=CC=C2C=2C=CC=CC12)N1C2=CC=CC=C2C=2C=CC=CC12